bis-aminopropylpiperazine NCCCN1CCN(CC1)CCCN